1-(3-fluoro-4-(trifluoromethyl)phenyl)-N-methylmethanamine FC=1C=C(C=CC1C(F)(F)F)CNC